[Si](C)(C)(C(C)(C)C)OCCOC=1C=C(C#N)C=CC1 3-(2-((tert-butyldimethylsilyl)oxy)ethoxy)benzonitrile